O=C1CC2(C1)CCN(CC2)C2=CC=C(C=N2)[C@@H]2C(NC(CC2)=O)=O |r| rac-(3R)-3-(6-{2-oxo-7-azaspiro[3.5]nonan-7-yl}pyridin-3-yl)piperidine-2,6-dione